C1=CC=CC2=[O+]C3=CC=CC=C3C=C12 xanthylium